cyclopropylbismuthanimine C1(CC1)[Bi]=N